2-((4-((2-(dimethylamino)ethyl)(methyl)amino)-2-methoxy-5-nitrophenyl)amino)-8-methyl-6-(1H-pyrazol-4-yl)pyrido[2,3-d]pyrimidin-7(8H)-one CN(CCN(C1=CC(=C(C=C1[N+](=O)[O-])NC=1N=CC2=C(N1)N(C(C(=C2)C=2C=NNC2)=O)C)OC)C)C